C(CCC)[Sn](C=1N=C(C2=C(N1)C=NC=C2)N2CCC1(CCNC1)CC2)(CCCC)CCCC 8-(2-(tributylstannyl)pyrido[3,4-d]pyrimidin-4-yl)-2,8-diazaspiro[4.5]decane